10-Oxo-15-((3aS,4S,6aR)-2-oxohexahydro-1H-thieno[3,4-d]imidazol-4-yl)-3,6-dioxa-9,11-diazapentadecan-1-aminium 2,2,2-trifluoroacetate FC(C(=O)[O-])(F)F.O=C(NCCOCCOCC[NH3+])NCCCC[C@@H]1SC[C@@H]2NC(N[C@@H]21)=O